O1CCN(CC1)CC1CC1 1-(morpholinomethyl)cyclopropane